iron (II) sulfate sodium [Na].S(=O)(=O)([O-])[O-].[Fe+2]